1,2,6-tri-galloyl-glucose C(C1=CC(O)=C(O)C(O)=C1)(=O)C(=O)[C@](O)([C@@H](O)[C@H](O)[C@H](O)C(O)C(C1=CC(O)=C(O)C(O)=C1)=O)C(C1=CC(O)=C(O)C(O)=C1)=O